N-ethyl-5-{[2-(ethylcarbamoyl)-1,3-dioxo-2,3-dihydro-1H-inden-5-yl]oxy}-1,3-dioxo-2,3-dihydro-1H-indene-2-carboxamide C(C)NC(=O)C1C(C2=CC=C(C=C2C1=O)OC=1C=C2C(C(C(C2=CC1)=O)C(NCC)=O)=O)=O